(R)-(4-(3-chloro-4-(2-chloro-3-(6-methoxy-5-((((5-oxopyrrolidin-2-yl)methyl)amino)methyl)pyridin-2-yl)phenyl)pyridin-2-yl)-2-methoxybenzyl)glycine ClC=1C(=NC=CC1C1=C(C(=CC=C1)C1=NC(=C(C=C1)CNC[C@@H]1NC(CC1)=O)OC)Cl)C1=CC(=C(CNCC(=O)O)C=C1)OC